FC(C1=CC=C(C=C1)N1C2=C(OC(C1)CO)N=CC=C2)(F)F (1-(4-(trifluoromethyl)phenyl)-2,3-dihydro-1H-pyrido[2,3-b][1,4]oxazin-3-yl)methanol